2-((tert-butyldimethylsilyloxy)ethoxy)benzaldehyde [Si](C)(C)(C(C)(C)C)OCCOC1=C(C=O)C=CC=C1